CN(C1=CC=C(C=N1)N1C=C(C(C2=CC(=C(C=C12)N1[C@@H]2C[C@@H]2C[C@@H]1COC1=NC(=CC=C1F)C)F)=O)C(=O)O)C 1-[6-(Dimethyl-amino)pyridin-3-yl]-6-fluoro-7-[(1R,3R,5R)-3-{[(3-fluoro-6-methylpyridin-2-yl)oxy]methyl}-2-azabicyclo[3.1.0]hexan-2-yl]-4-oxoquinoline-3-carboxylic acid